COC=1C=C2[C@]3(C(NC2=CC1)=O)[C@@H](C3)C3=CC=C1C(=NNC1=C3)NC3=NC=C(C=C3OC)C(F)(F)F (1R,2S)-5'-methoxy-2-(3-{[3-methoxy-5-(trifluoromethyl)pyridin-2-yl]amino}-1H-indazol-6-yl)spiro[cyclopropane-1,3'-indol]-2'(1'H)-one